(3R)-1-(1-(4-(2,6-DIOXOPIPERIDIN-3-YL)PHENYL)PIPERIDINE-4-CARBONYL)PYRROLIDINE-3-CARBOXYLIC ACID O=C1NC(CCC1C1=CC=C(C=C1)N1CCC(CC1)C(=O)N1C[C@@H](CC1)C(=O)O)=O